resveratrol calcium carbonate C([O-])([O-])=O.[Ca+2].C1(=CC(O)=CC(O)=C1)C=CC1=CC=C(O)C=C1